behenyl oleate Behenate C(CCCCCCCCCCCCCCCCCCCCC)(=O)O.C(CCCCCCC\C=C/CCCCCCCC)(=O)OCCCCCCCCCCCCCCCCCCCCCC